6-(4-((4'-chloro-5,5-dimethyl-3,4,5,6-tetrahydro-[1,1'-biphenyl]-2-yl)methyl)piperazin-1-yl)-2-(3,4-dihydro-2H-pyrrolo[3',2':5,6]Pyrido[2,3-b][1,4]Oxazepin-1(7H)-yl)nicotinamide ClC1=CC=C(C=C1)C1=C(CCC(C1)(C)C)CN1CCN(CC1)C1=NC(=C(C(=O)N)C=C1)N1C2=C(OCCC1)N=C1C(=C2)C=CN1